(E)-1-(2-Hydroxyphenyl)-3-(4-iodophenyl)prop-2-en-1-one OC1=C(C=CC=C1)C(\C=C\C1=CC=C(C=C1)I)=O